isopropylidenebiphenol C(C)(C)=C1C(=C(C=CC1)O)C=1C(=CC=CC1)O